dodecenyl-succinimide C(=CCCCCCCCCCC)C1C(=O)NC(C1)=O